2-[6-amino-5-[8-[2-[3-(2,6-dimethylmorpholin-4-yl)prop-1-ynyl]-4-pyridyl]-3,8-diazabicyclo[3.2.1]octan-3-yl]pyridazin-3-yl]phenol NC1=C(C=C(N=N1)C1=C(C=CC=C1)O)N1CC2CCC(C1)N2C2=CC(=NC=C2)C#CCN2CC(OC(C2)C)C